C(C)(C)(C)C1=CC=C(C=C1)N(C(=O)[C@@H]1NCCC1)C(C(=O)NCCN(C)C)C=1C=NC=CC1 (2R)-N-(4-tert-butylphenyl)-N-[2-[2-(dimethylamino)ethylamino]-2-oxo-1-(3-pyridyl)ethyl]pyrrolidine-2-carboxamide